1-amino-N-(2-dimethylaminoethyl)cyclobutylcarboxamide dihydrochloride Cl.Cl.NC1(CCC1)C(=O)NCCN(C)C